CC1=CC=C(O1)P[C-]1C=CC=C1.[C-]1(C=CC=C1)PC=1OC(=CC1)C.[Fe+2] 1,1'-bis[(5-methyl-2-furyl)phosphino]ferrocene